C1OCC12CCN(CC2)CCO 2-(2-Oxa-7-aza-spiro[3.5]non-7-yl)-ethanol